C(C)(C)(C)OC(=O)N1CC=C(CC1)C1=C(C(=C(C=C1)F)F)C(F)(F)F 4-(3,4-difluoro-2-(trifluoromethyl)phenyl)-5,6-dihydropyridine-1(2H)-carboxylic acid tert-butyl ester